COC1=C(C=C(C=C1)OC(F)(F)F)C1(N(CCCC1)NC)C1=CC=CC=C1 [2-methoxy-5-(trifluoromethoxy)phenyl]-methylamino-2-phenylpiperidine